5-(hydroxymethyl)-6-(4-methoxyphenyl)-2,3-diphenylpyrazolo[1,5-a]pyrimidin-7(4H)-one OCC=1NC=2N(C(C1C1=CC=C(C=C1)OC)=O)N=C(C2C2=CC=CC=C2)C2=CC=CC=C2